[Br-].[Br-].[NH+]1=CC=CC=C1.[NH+]1=CC=CC=C1 Pyridinium Dibromide